4-((2-aminopyridin-4-yl)oxy-3-fluorophenyl)-1-phenyl-5-(trifluoromethyl)-1H-imidazole-4-carboxamide NC1=NC=CC(=C1)OC1=C(C=CC=C1F)C1(N=CN(C1C(F)(F)F)C1=CC=CC=C1)C(=O)N